1-(3-(6-(2-fluoro-6-methoxyphenyl)-2H-indazol-2-yl)pyrrol-1-yl)prop-2-en-1-one FC1=C(C(=CC=C1)OC)C=1C=CC2=CN(N=C2C1)C1=CN(C=C1)C(C=C)=O